N1=CC(=CC2=CC=CC=C12)C=1OC(=C(N1)N1C=CC=2C=CC=NC2C1=O)C1=CC=C(C=C1)C(F)(F)F 7-{2-(3-quinolyl)-5-[p-(trifluoromethyl)phenyl]-1,3-oxazol-4-yl}-1,7-diaza-8(7H)-naphthalenone